3-bromo-2-chloro-N,N-bis(4-methoxybenzyl)-4-(trifluoromethyl)aniline BrC=1C(=C(N(CC2=CC=C(C=C2)OC)CC2=CC=C(C=C2)OC)C=CC1C(F)(F)F)Cl